3-(5-((4-(2,3-dichlorophenyl)piperazin-1-yl)methyl)-6-fluoro-1-oxoisoindolin-2-yl)piperidine-2,6-dione ClC1=C(C=CC=C1Cl)N1CCN(CC1)CC=1C=C2CN(C(C2=CC1F)=O)C1C(NC(CC1)=O)=O